tert-butyl 4-((5-(1-methoxy-3-methyl-1-oxobutan-2-yl)isoxazol-3-yl)(meth-yl)amino)piperidine-1-carboxylate COC(C(C(C)C)C1=CC(=NO1)N(C1CCN(CC1)C(=O)OC(C)(C)C)C)=O